3-[3-methyl-2-oxo-5-(4-piperidyl)benzimidazol-1-yl]piperidine-2,6-dione, hydrochloride Cl.CN1C(N(C2=C1C=C(C=C2)C2CCNCC2)C2C(NC(CC2)=O)=O)=O